C(C)(C)N1N=CC2=C1C(=NN(C2=O)CC(=O)N[C@@H](C)C2=CC=C(C=C2)OC(F)(F)F)C (S)-2-(1-isopropyl-7-methyl-4-oxo-1,4-dihydro-5H-pyrazolo[3,4-d]pyridazin-5-yl)-N-(1-(4-(trifluoromethoxy)phenyl)ethyl)acetamide